C(C)C=1C=2N(C=C(N1)C)N=C(C2)C=2N=C1N(C(C2)=O)C=C(C=C1)C1CCN(CC1)C 2-(4-ethyl-6-methylpyrazolo[1,5-a]pyrazin-2-yl)-7-(1-methylpiperidin-4-yl)-4H-pyrido[1,2-a]pyrimidin-4-one